2-Hydroxy-4-tetradecyloxy-5-nitrobenzophenone OC1=C(C(=O)C2=CC=CC=C2)C=C(C(=C1)OCCCCCCCCCCCCCC)[N+](=O)[O-]